tert-butyl (3R)-3-[1-[(3-bromophenyl)methyl]-2-methoxy-2-oxo-ethyl]pyrrolidine-1-carboxylate BrC=1C=C(C=CC1)CC(C(=O)OC)[C@@H]1CN(CC1)C(=O)OC(C)(C)C